4-dimethylaminomethyl-[1,3]-dioxolane CN(C)CC1OCOC1